FC1=CC=C(C=C1)NC(=O)C1(CC1)C(=O)NC=1C=CC=NC1 5-[[1-[(4-fluorophenyl)carbamoyl]cyclopropanecarbonyl]amino]pyridin